2-(2,6-dioxo-3-piperidyl)-4-[3-[2-(2-hydroxyethoxy)ethoxy]propyl]isoindoline-1,3-dione O=C1NC(CCC1N1C(C2=CC=CC(=C2C1=O)CCCOCCOCCO)=O)=O